C(C)(=O)OOC1=NN(C(=C1CC)C1=CC=C(C=C1)OC1=CC=CC=C1)C1=CC=C(C=C1)F Ethyl-{[1-(4-fluorophenyl)-5-(4-phenoxyphenyl)-1H-pyrazol-3-yl]oxy} acetat